N-cyclopropyl-5-{2-[2-(cyclopropylcarbamoyl)-1,3-dioxo-2,3-dihydro-1H-inden-5-yl]ethynyl}-1,3-dioxo-2,3-dihydro-1H-indene-2-carboxamide C1(CC1)NC(=O)C1C(C2=CC=C(C=C2C1=O)C#CC=1C=C2C(C(C(C2=CC1)=O)C(NC1CC1)=O)=O)=O